methyl-4-thiouridine-5'-diphosphate P(O)(=O)(OP(=O)(O)O)OC[C@@H]1[C@H]([C@H]([C@@](O1)(N1C(=O)NC(=S)C=C1)C)O)O